COC1=CC=C(CNC(CC(=O)OC(C)(C)C)CC(=O)OC(C)(C)C)C=C1 di-tert-butyl 3-((4-methoxybenzyl)amino)pentanedioate